ClC1=CC(=C(C=C1Cl)C(NC(C(F)(F)F)=O)C1CCN(CC1)C)OC N-[(4,5-dichloro-2-methoxyphenyl)(1-methylpiperidin-4-yl)methyl]-2,2,2-trifluoroacetamide